ClC=1C=C2C(=NC(=NC2=C(C1C1=CC=C(C=2SC(=C(C21)C#N)NC(OC(C)(C)C)=O)F)F)OC[C@]21CCCN1C[C@@H](C2)F)OC tert-butyl (4-(6-chloro-8-fluoro-2-(((2R,7aS)-2-fluorotetrahydro-1H-pyrrolizin-7a(5H)-yl)methoxy)-4-methoxyquinazolin-7-yl)-3-cyano-7-fluorobenzo[b]thiophen-2-yl)carbamate